8-fluoro-3-(3-hydroxypropyl)-5-methylisoquinolin-1(2H)-one FC=1C=CC(=C2C=C(NC(C12)=O)CCCO)C